(trans)-methyl 4-(2-chloro-3,4-difluorophenyl)-6-(4-(N-(3-methoxy-3-oxopropyl)sulfamoyl)cyclohexyl)-2-(thiazol-2-yl)-1,4-dihydropyrimidine-5-carboxylate ClC1=C(C=CC(=C1F)F)C1N=C(NC(=C1C(=O)OC)[C@@H]1CC[C@H](CC1)S(NCCC(=O)OC)(=O)=O)C=1SC=CN1